C1(CCCC1)NC(OC1CC=2C=C3C=CC(OC3=CC2OC1(C)C)=O)=O (7S)-(+)-cyclopentyl-carbamic acid, 8,8-dimethyl-2-oxo-6,7-dihydro-2H,8H-pyrano[3,2-g]chromen-7-yl Ester